CCO 3-oxapropane